C(C)OCCOCCOC1=CC=C(C=C1)C[C@H](C(=O)[O-])OS(=O)(=O)C |r| racemic-3-{4-[2-(2-ethoxyethoxy) ethoxy]Phenyl}-2-[(methylsulfonyl) oxy]Propionate